C(CC=C)(=O)Cl 3-butenoyl chloride